NC1=C(C=C(N=N1)C1=C(C=CC=C1)O)N1CC2CCC(C1)N2C2=CC(=NC=C2)C#CCN2[C@@H](COCC2)CC 2-[6-amino-5-[8-[2-[3-[(3R)-3-ethylmorpholin-4-yl]prop-1-ynyl]-4-pyridyl]-3,8-diazabicyclo[3.2.1]octan-3-yl]pyridazin-3-yl]phenol